NC1=CC(=C(C(=N1)C1=C(C=C2C(=NC=NC2=C1)N1CC(N(CC1)C(=O)C1OC1)C#N)Cl)C(F)(F)F)C 4-[7-[6-amino-4-methyl-3-(trifluoromethyl)-2-pyridyl]-6-chloro-quinazolin-4-yl]-1-(oxirane-2-carbonyl)piperazine-2-carbonitrile